[N+](=O)([O-])C1=CC=C(C=C1)OC(OC1=CC=C(C=C1)[N+](=O)[O-])=O di(p-nitrophenyl)carbonate